Br\C(\C(=O)OC(C)C)=C/N1N=C(N=C1)C1=CC(=CC(=C1)C(F)(F)F)S(F)(F)(F)(F)F Isopropyl (Z)-2-bromo-3-(3-(3-(pentafluorosulfaneyl)-5-(trifluoromethyl)phenyl)-1H-1,2,4-triazol-1-yl)acrylate